N-(2-isobutoxybenzyl)-2-methoxynicotinamide C(C(C)C)OC1=C(CNC(C2=C(N=CC=C2)OC)=O)C=CC=C1